FC1=C(C(=C(C(=C1[B-](C1=C(C(=C(C(=C1F)F)F)F)F)(C1=C(C(=C(C(=C1F)F)F)F)F)C1=C(C(=C(C(=C1F)F)F)F)F)F)F)F)F.C[NH+](C1=CC=CC=C1)C dimethyl-phenyl-ammonium tetrakis(pentafluorophenyl)borate